CC1=NC2=C(C=CC=C2C=C1C(=O)OCC)C ethyl 2,8-dimethylquinoline-3-carboxylate